5-chloro-4-(1-piperidinyl)-2-(4-pyridinyl)-1H-pyrimidin-6-one ClC1=C(N=C(NC1=O)C1=CC=NC=C1)N1CCCCC1